C(#N)C=1C=C2C(=NC(N(C2=CC1C1=C(C=CC(=C1)C)F)C=1C(=NC=CC1C)C(C)C)=O)N1C[C@H](N(C[C@@H]1C)C(=O)[O-])C (2R,5S)-4-(6-cyano-7-(2-fluoro-5-methylphenyl)-1-(2-isopropyl-4-methylpyridine-3-yl)-2-oxo-1,2-dihydroquinazolin-4-yl)-2,5-dimethylpiperazine-1-carboxylate